OC1=C(C=C(C=C1)O)/C=C/C(=O)OCCC1=CC=CC=C1 phenethyl (E)-3-(2,5-dihydroxyphenyl)acrylate